1-(N-thiomorpholinyl)-3-methylenehepta-4,6-diene N1(CCSCC1)CCC(C=CC=C)=C